[Si](C)(C)(C(C)(C)C)O[C@@H]1[C@H](NC(C1)=O)C(=O)N(C=1C=C(C=CC1)C)C (2S,3S)-3-((tert-butyldimethylsilyl)oxy)-N-methyl-5-oxo-N-(m-tolyl)pyrrolidine-2-carboxamide